OCC1CCC2(CCN(CC2)C(=O)C=2C=CC(=C(C2)C2=NNC(CC2)=O)OC)CC1 3-[5-[9-(hydroxymethyl)-3-azaspiro[5.5]undecane-3-carbonyl]-2-methoxy-phenyl]-4,5-dihydro-1H-pyridazin-6-one